S(=O)(=O)(OCC(C)(F)F)C1=CC=C(C)C=C1 2,2-difluoropropyl tosylate